(E)-3-(6-amino-pyridin-3-yl)-N-((5-(5-(4,4-difluoro-piperidine-1-carbonothioyl)pyridin-2-yl)-7-(pyridin-4-yl)benzofuran-2-yl)methyl)acrylamide NC1=CC=C(C=N1)/C=C/C(=O)NCC=1OC2=C(C1)C=C(C=C2C2=CC=NC=C2)C2=NC=C(C=C2)C(=S)N2CCC(CC2)(F)F